tert-Butyl (2S,4R)-4-(4-amino-6-bromo-5-(((R)-1-phenylethyl)carbamoyl)-7H-pyrrolo[2,3-d]pyrimidin-7-yl)-2-ethylpyrrolidine-1-carboxylate NC=1C2=C(N=CN1)N(C(=C2C(N[C@H](C)C2=CC=CC=C2)=O)Br)[C@@H]2C[C@@H](N(C2)C(=O)OC(C)(C)C)CC